6-[[2-chloro-6-[4-[4-[(4R)-4-amino-2-oxo-pyrrolidin-1-yl]phenyl]sulfonylpiperazin-1-yl]-4-pyridinyl]-difluoro-methyl]-N-[3-(dimethylamino)propyl]pyridine-3-carboxamide ClC1=NC(=CC(=C1)C(C1=CC=C(C=N1)C(=O)NCCCN(C)C)(F)F)N1CCN(CC1)S(=O)(=O)C1=CC=C(C=C1)N1C(C[C@H](C1)N)=O